N[C@](C(=O)O)([C@@H](CCCCCCCCC(CCCCCC)=O)OS(=O)(=O)O)CO (2S,3R)-2-amino-2-hydroxymethyl-3-hydroxysulfonyloxy-12-oxo-octadecanoic acid